[N+](=O)([O-])C1=CC2=C(N=C(S2)N2CCN(CC2)CC2=C(C#N)C=CC=C2)C=C1 2-[[4-(6-nitro-1,3-benzothiazol-2-yl)piperazin-1-yl]methyl]benzonitrile